C=1(C(=CC=C2C=CC=CC12)O)C1=CC=CC2=CC=CC=C12 (+/-)-1,1'-binaphthol